COC=1C(=CC=NC1)C=1C=NC=CC1C(=O)[O-] 5'-methoxy-[3,4'-bipyridine]-4-carboxylate